O(C1=C2C(OC(C2=CC=C1)=O)=O)C1=C2C(OC(C2=CC=C1)=O)=O oxybis(isobenzofuran-1,3-dione)